C(C1=CC=CC=C1)N1CC(OCC1)C=1C=NN(C1)C 4-benzyl-2-(1-methyl-1H-pyrazol-4-yl)morpholine